(2R,3R)- and (2S,3S)-2,3-pentanediol C[C@H]([C@@H](CC)O)O |r|